NC=1C=C(C=CC1)CCP(O)(O)=O P-[2-(3-aminophenyl)ethyl]-phosphonic acid